C1(CC1)N1CCN(CC1)C1=CC=C(C=C1)NC1=NC=CC(=N1)NC1=NC(=NC=C1)C1=NC(=CC=C1)C N2-[4-(4-cyclopropylpiperazin-1-yl)phenyl]-N4-[2-(6-methyl-2-pyridyl)pyrimidin-4-yl]pyrimidine-2,4-diamine